C(C)OC(=O)C1=NC2=C(C(=CC(=C2C(=C1)C(=O)OCC)NC(C)=O)OC)OC 5-acetamido-7,8-dimethoxyquinoline-2,4-dicarboxylic acid diethyl ester